OC1=C(C(/C=C/C2=CC(=C(C=C2)OC)C2=C(C=CC(=C2)OC2=CC(=C(C=C2)\C=C\C(=O)C2=C(C=C(C=C2OC)OC)O)C=2C=C(C=CC2OC)\C=C\C(=O)C2=C(C=C(C=C2OC)OC)O)\C=C\C(=O)C2=C(C=C(C=C2OC)OC)O)=O)C(=CC(=C1)OC)OC 2'-Hydroxy-4,4',6'-trimethoxychalcone-3-yl(2'-hydroxy-4',6'-dimethoxychalcone-4-yl) ether